O=C1NC(CCC1C1=CC=C(C=C1)NC(CN1[C@@H](CN(C[C@@H]1C)C(=O)OC(C)(C)C)C)=O)=O (3R,5S)-tert-butyl 4-(2-((4-(2,6-dioxopiperidin-3-yl) phenyl) amino)-2-oxoethyl)-3,5-dimethylpiperazine-1-carboxylate